N-Boc-N-[4-(5-methyl-2-furyl)-8-[6-[[(3S)-tetrahydrofuran-3-yl]oxymethyl]pyridine-2-carboximidoyl]pyrazolo[1,5-a][1,3,5]triazin-2-yl]carbamic acid tert-butyl ester C(C)(C)(C)OC(N(C1=NC=2N(C(=N1)C=1OC(=CC1)C)N=CC2C(=N)C2=NC(=CC=C2)CO[C@@H]2COCC2)C(=O)OC(C)(C)C)=O